difluoroprop-2-enoic acid FC(=CC(=O)O)F